3-fluoro-N-((5-methyl[1,2,3]triazolo[1,5-b]pyridazin-3-yl)methyl)-4-(trifluoromethoxy)benzamide FC=1C=C(C(=O)NCC=2N=NN3N=CC(=CC32)C)C=CC1OC(F)(F)F